C(#N)C1(C[C@@H](N(CC1)C(=O)OC(C)(C)C)C)C(C)O tert-butyl (2S)-4-cyano-4-(1-hydroxyethyl)-2-methyl-piperidine-1-carboxylate